6-(4-Chloro-3-fluorophenyl)-4-oxo-3-(trifluoromethyl)-4,5-dihydropyrazolo[1,5-a]pyrazine-2-carboxylic acid ClC1=C(C=C(C=C1)C=1NC(C=2N(C1)N=C(C2C(F)(F)F)C(=O)O)=O)F